C(C)(C)(C)OC(=O)N1CCC(CC1)CN1[C@H](CN(CC1)C(=O)OCC1=CC=CC=C1)C benzyl (S)-4-((1-(tert-butoxycarbonyl) piperidin-4-yl) methyl)-3-methylpiperazine-1-carboxylate